4-((4-cyano-4-(4-(trifluoromethoxy)phenyl)cyclohexyl)oxy)-1H-1,2,3-triazole-5-carboxylic acid C(#N)C1(CCC(CC1)OC=1N=NNC1C(=O)O)C1=CC=C(C=C1)OC(F)(F)F